C(C#C)N1N=CC=C1C(=O)OCC ethyl 1-(prop-2-yn-1-yl)-1H-pyrazole-5-carboxylate